FC=1C=C2C=NN(C2=C(C1O)F)C1=CC=C(C=C1)N1CC(C1)(C)CO 5,7-Difluoro-1-(4-(3-(hydroxymethyl)-3-methylazetidin-1-yl)phenyl)-1H-indazol-6-ol